ClC=1C(=C(C=CC1)S(=O)(=O)NC1=CC=C(C=C1)C1=NC(=C2C(=N1)NN=C2C)O[C@H]2C(CN(CC2)CCO)(F)F)F chloro-N-[4-(4-{[(4R)-3,3-difluoro-1-(2-hydroxyethyl)piperidin-4-yl]oxy}-3-methyl-1H-pyrazolo[3,4-d]pyrimidin-6-yl)phenyl]-2-fluorobenzenesulfonamide